tert-Butyl 5-amino-2-(4-hydroxy-1-oxoisoindolin-2-yl)-5-oxopentanoate NC(CCC(C(=O)OC(C)(C)C)N1C(C2=CC=CC(=C2C1)O)=O)=O